CC([O-])C.CC([O-])C.CC([O-])C.CC([O-])C.[Ti+4] titanium tetra-isopropoxide